N(=[N+]=[N-])CCCCN[C@@H](C)C(=O)O azidobutyl-alanine